C(C)(C)(C)OC(C[N+]1(CCNCC1)CC1CN(C1)C(=O)OC(C)(C)C)=O tert-butyl 3-[[1-(2-tert-butoxy-2-oxo-ethyl)piperazin-1-ium-1-yl]methyl]azetidine-1-carboxylate